CN1N=CC=2CCC=3C(C12)=C(SC3C(=O)N)OC3=CC=C(C=C3)OCC3=NC1=CC=CC=C1C=C3 1-methyl-8-[4-(2-quinolylmethoxy)phenoxy]-4,5-dihydro-1H-thieno[3,4-g]indazole-6-carboxamide